C(C)(C)(C)OC(=O)NC=1N=C(C2=CC(=CC=C2C1)N1N=C(C=C1C(=O)O)C(F)(F)F)NC(=O)OC(C)(C)C 1-(bis(tert-butoxycarbonylamino)isoquinolin-7-yl)-3-(trifluoromethyl)-1H-pyrazole-5-carboxylic acid